5-Bromo-1,3-dioxo-1H-benzo[de]isoquinoline BrC=1C=C2C3=C(C(NC(C3=CC=C2)=O)=O)C1